ClC1=NC=C2N=C(NC2=N1)CN1CCN(CC1)S(=O)(=O)C 2-chloro-8-((4-(methylsulfonyl)piperazin-1-yl)methyl)-9H-purin